(S)-N-(2-(1-(6-ethoxy-5-methoxypyridin-2-yl)-2-(methylsulfonyl)ethyl)-1,3-dioxoisoindolin-4-yl)acetamide C(C)OC1=C(C=CC(=N1)[C@@H](CS(=O)(=O)C)N1C(C2=CC=CC(=C2C1=O)NC(C)=O)=O)OC